[Ca].[Na] sodium calcium